5a,7a-dimethyl-4,5,5a,5b,6,7,7a,9,10,10a,10b,11,12,12a-tetradecahydro-8H-cyclopenta[7,8]phenanthro[2,1-d]thiazol-8-one CC12CCC=3N=CSC3C2CCC2C3C(CCC12)(C(CC3)=O)C